silver(I) tetradecanoate C(CCCCCCCCCCCCC)(=O)[O-].[Ag+]